3β,5,25-Trihydroxycholestan-4-one O[C@@H]1C(C2(CC[C@H]3[C@@H]4CC[C@H]([C@@H](CCCC(C)(C)O)C)[C@]4(CC[C@@H]3[C@]2(CC1)C)C)O)=O